8-bromo-1-(4-methoxyphenyl)-1,3-dihydro-2H-imidazo[4,5-c]quinolin-2-one BrC1=CC=2C3=C(C=NC2C=C1)NC(N3C3=CC=C(C=C3)OC)=O